CC1(NC(CC(C1)NCCCCCCNC1CC(NC(C1)(C)C)(C)C)(C)C)C N,N'-Bis(2,2,6,6-tetramethyl-4-piperidyl)hexamethylen-diamin